NC1=CC=C(C=C1)SC1=C(C=C(N)C=C1)OCCC 4-((4-aminophenyl)thio)-3-propoxyaniline